L-Idofuranose OC1[C@H](O)[C@@H](O)[C@H](O1)[C@@H](O)CO